P(=O)(Br)Br phosphonic dibromide